4-(5,6-dihydro-4H-pyrrolo[1,2-b]pyrazol-3-yl)-7-((5-(4-methylpiperazin-1-yl)pyridin-2-yl)amino)-2,3-dihydro-1H-pyrrolo[3,4-c]pyridin-1-one N=1N2C(=C(C1)C1=NC=C(C3=C1CNC3=O)NC3=NC=C(C=C3)N3CCN(CC3)C)CCC2